(1R,4R,7R)-2-[2-(5-chloro-1-methyl-1H-indol-2-yl)-7-methoxy-1-{[1-(pyrimidin-2-yl)azetidin-3-yl]methyl}-1H-1,3-benzodiazole-5-carbonyl]-2-azabicyclo[2.2.1]heptan-7-amine ClC=1C=C2C=C(N(C2=CC1)C)C1=NC2=C(N1CC1CN(C1)C1=NC=CC=N1)C(=CC(=C2)C(=O)N2[C@@H]1CC[C@H](C2)[C@H]1N)OC